C(C)(C)(C)SSSSC(C)(C)C t-butyltetrasulfide